CC1(NN(C(=C1)C(=O)N)[C@@H](C)C1=NC=CC=C1)C(=O)N 3-methyl-1-((S)-1-(pyridin-2-yl)ethyl)-1H-pyrazole-3,5-dicarboxamide